FC1=CC=C(CN(C(OC(C)(C)C)=O)CCCO)C=C1 tert-butyl (4-fluorobenzyl)(3-hydroxypropyl)carbamate